COC1=NC=CC=C1CCC(C)=O 4-(2-methoxy-pyridin-3-yl)-butan-2-one